FC(C1=CC=C2C(=CNC2=C1)C1CCN(CC1)C(=O)C=1C=CC2=C(NC(CO2)=O)C1)(F)F 6-[4-[6-(Trifluoromethyl)-1H-indol-3-yl]piperidine-1-carbonyl]-4H-1,4-benzoxazin-3-one